C=C1CCC(O1)=O 5-methylidenedihydrofuran-2(3H)-one